ICCCCCCCCCCI 1,10-diiododecane